1-benzyl-1H-imidazo[1,2-a]imidazol-2(3H)-one C(C1=CC=CC=C1)N1C=2N(CC1=O)C=CN2